1-{2'-ethoxy-4-[(2R)-2-ethyl-4-[4-methyl-2-(trifluoromethyl)benzoyl]piperazin-1-yl]-5'-fluoro-[1,1'-biphenyl]-3-yl}methylamine C(C)OC1=C(C=C(C=C1)F)C1=CC(=C(C=C1)N1[C@@H](CN(CC1)C(C1=C(C=C(C=C1)C)C(F)(F)F)=O)CC)CN